dimethyl-dodecylamine oxide C[N+](CCCCCCCCCCCC)(C)[O-]